benzyl (E)-(1-(4-((2-(2,6-dioxopiperidin-3-yl)-1,3-dioxoisoindolin-4-yl)oxy)but-2-enoyl)piperidin-4-yl)carbamate O=C1NC(CCC1N1C(C2=CC=CC(=C2C1=O)OC/C=C/C(=O)N1CCC(CC1)NC(OCC1=CC=CC=C1)=O)=O)=O